1-((12aR)-10-chloro-9-(5-methyl-1H-indazol-4-yl)-3,4,12,12a-tetrahydro-6H-benzo[f]pyrazino[2,1-c][1,4]oxazepin-2(1H)-yl)prop-2-en-1-one ClC1=C(C=CC=2CN3[C@@H](COC21)CN(CC3)C(C=C)=O)C3=C2C=NNC2=CC=C3C